C(C)C1=CC=C(C=C1)C=1NC(=NN1)SC(C(C)=O)CC1=CC=CC=C1 3-((5-(4-ethylphenyl)-4H-1,2,4-triazol-3-yl)thio)-4-phenylbutan-2-one